ClC1=C(C=C(C=C1)S(=O)(=O)N[C@@H]([C@H](C)C1=C(C(=CC=C1F)C)C)C=1OC(NN1)=O)S(=O)(=O)N 4-chloro-N1-((1S,2R)-2-(6-fluoro-2,3-dimethylphenyl)-1-(5-oxo-4,5-dihydro-1,3,4-oxadiazol-2-yl)propyl)benzene-1,3-disulfonamide